Methyl 2-(2-(2-ethylbutanoyl)isoindolin-5-yl)benzoate C(C)C(C(=O)N1CC2=CC=C(C=C2C1)C1=C(C(=O)OC)C=CC=C1)CC